NCCCN1C=C(C2=CC(=CC=C12)CN1CCN(CC1)CC1CCN(CC1)C=1C=C2C(N(C(C2=CC1)=O)C1C(NC(CC1)=O)=O)=O)C1=CC=C(C=C1)F 5-(4-({4-((1-(3-aminopropyl)-3-(4-fluorophenyl)-1H-indol-5-yl)methyl)piperazin-1-yl}methyl)piperidin-1-Yl)-2-(2,6-dioxopiperidin-3-yl)isoindoline-1,3-dione